6-(4-formyl-2H-1,2,3-triazol-2-yl)-4-methoxy-2-methylpyridine-3-carbonitrile C(=O)C1=NN(N=C1)C1=CC(=C(C(=N1)C)C#N)OC